C1(CCCC1)NC1=CC(=C2C(NC(=NC2=C1)CS[C@H]1C[C@@H](CN(CC1)C(=O)OC(C)(C)C)F)=O)F tert-Butyl trans-5-(((7-(cyclopentylamino)-5-fluoro-4-oxo-3,4-dihydroquinazolin-2-yl)methyl)thio)-3-fluoroazepane-1-carboxylate